ClC=1C=C(CN2C(C3=CC=C(C=C3C(C23CCC2=CC=CC=C23)C(=O)O)C)=O)C=CC1Cl 2'-(3,4-dichlorobenzyl)-6'-methyl-1'-oxo-1',2,3,4'-tetrahydro-2'H-spiro[indene-1,3'-isoquinoline]-4'-carboxylic acid